copper-nickel-silver-gold [Au].[Ag].[Ni].[Cu]